CC=1C(=C(C=CC1)O)C=1N=NC(=CC1)N([C@H]1CN(CCC1)C)C (R)-3-methyl-2-(6-(methyl-(1-methylpiperidin-3-yl)amino)pyridazin-3-yl)phenol